2,5-hexanediol diacetate C(C)(=O)OC(C)CCC(C)OC(C)=O